C(C)(C)(C)OC(=O)NCC1=CC=C(C=C1)NC(=O)C1=CC2=C(OCCC3=C2SC=C3)C=C1C1=C(C(=O)OC(C)(C)C)C=C(C=C1)C(NCCC)=O tertbutyl 2-(9-((4-(((tert-butoxycarbonyl)amino)methyl)phenyl)carbamoyl)-4,5-dihydrobenzo[b]thieno[2,3-d]oxepin-8-yl)-5-(propylcarbamoyl)benzoate